(R)-2-amino-3-(3-(3-chloro-6-methylpyridin-2-yl)-5-fluorobenzamido)propanoic acid N[C@@H](C(=O)O)CNC(C1=CC(=CC(=C1)F)C1=NC(=CC=C1Cl)C)=O